COB1OC(C(O1)(C)C)(C)C 2-methoxy-4,4,5,5-tetramethyl-1,3,2-dioxaborolane